FC=1C=CC(=NC1)C1=NN2C(CO[C@H](C2)C)=C1C1=C2C(=NC(=C1)C)NN=C2 (S)-2-(5-Fluoropyridin-2-yl)-6-methyl-3-(6-methyl-1H-pyrazolo[3,4-b]pyridin-4-yl)-6,7-dihydro-4H-pyrazolo[5,1-c][1,4]oxazine